CO\C=C\1/CC[C@@]2([C@H]3CC[C@]4([C@H]([C@@H]3CC[C@H]2C1)CC[C@@H]4[C@@H](CCCC(=O)OC)C)C)C methyl (5R)-5-[(1R,3aS,3bR,5aS,9aS,9bS,11aR)-7-[(E)-methoxymethylene]-9a,11a-dimethylhexadecahydro-1H-cyclopenta[1,2-a]phenanthren-1-yl]hexanoate